1-ethyl-6-fluoro-1,4-dihydro-4-oxo-7-(1-piperazinyl)-3-quinolinecarboxylic acid hydrochloride Cl.C(C)N1C=C(C(C2=CC(=C(C=C12)N1CCNCC1)F)=O)C(=O)O